C(CCCCCCCCCCCCCCCCC)N.P(=O)([O-])([O-])[O-].C(CCC(C)C)[NH2+]CCCC(C)C.C(CCC(C)C)[NH2+]CCCC(C)C.C(CCC(C)C)[NH2+]CCCC(C)C diisohexyl-ammonium phosphate octadecylamine salt